(M-ACRYLAMIDOPHENYL)BORONIC ACID C(C=C)(=O)NC=1C=C(C=CC1)B(O)O